BrC=1C(=C(OCC[C@@H]2CCC3(C2)CCN(CC3)CC(=O)OCC)C=CC1)C ethyl 2-[(3R)-3-[2-(3-bromo-2-methylphenoxy)ethyl]-8-azaspiro[4.5]decan-8-yl]acetate